methyl ((4-fluoro-2-(((R)-6-oxohexan-2-yl)oxy)phenyl)sulfonyl)-L-prolinate FC1=CC(=C(C=C1)S(=O)(=O)N1[C@@H](CCC1)C(=O)OC)O[C@H](C)CCCC=O